C1(CCCC1)N1C(C(N(CC1)CC=1C=NN(C1)C1=CC=CC=C1)=O)=O 1-cyclopentyl-4-((1-phenyl-1H-pyrazol-4-yl)methyl)piperazine-2,3-dione